FC(C(=O)C1=CN(C2=CC(=C(C=C12)F)C1=C(C=CC=C1)C(F)(F)F)CC(C)(C)C)F 2,2-difluoro-1-(5-fluoro-1-neopentyl-6-(2-(trifluoromethyl)phenyl)-1H-indol-3-yl)ethan-1-one